2-Ethoxy-6-(ethylamino)-N-(5-nitrothiazol-2-yl)benzamide C(C)OC1=C(C(=O)NC=2SC(=CN2)[N+](=O)[O-])C(=CC=C1)NCC